2-(3,5-dichloro-4-((2-(4-cyano-3-fluorophenyl)-4-methylquinolin-6-yl)oxy)phenyl)-3,5-dioxo-2,3,4,5-tetrahydro-1,2,4-triazine-6-carbonitrile ClC=1C=C(C=C(C1OC=1C=C2C(=CC(=NC2=CC1)C1=CC(=C(C=C1)C#N)F)C)Cl)N1N=C(C(NC1=O)=O)C#N